tertbutyl 4-chloro-5-methyl-5,6-dihydropyrido[4',3':4,5]thieno[2,3-d]pyrimidine-7(8H)-carboxylate ClC=1C2=C(N=CN1)SC1=C2C(CN(C1)C(=O)OC(C)(C)C)C